(R)-6-chloro-7-(2-(((3-chloropyridin-2-yl)oxy)methyl)pyrrolidin-1-yl)-4-oxo-1-(pyrimidin-2-yl)-1,4-dihydroquinoline-3-carboxylic acid ClC=1C=C2C(C(=CN(C2=CC1N1[C@H](CCC1)COC1=NC=CC=C1Cl)C1=NC=CC=N1)C(=O)O)=O